1-[4-(6-{6-cyclopropanecarbonyl-3-methylimidazo[4,5-b]pyridin-2-yl}-5-(ethanesulfonyl)pyridin-3-yl)phenyl]cyclopropane-1-carbonitrile C1(CC1)C(=O)C=1C=C2C(=NC1)N(C(=N2)C2=C(C=C(C=N2)C2=CC=C(C=C2)C2(CC2)C#N)S(=O)(=O)CC)C